Tert-butyl (1-(6-(N-(1-(2-cyclohexyl-6-methylphenoxy) cyclopropanecarbonyl)sulfamoyl)pyridin-2-yl)-4-(fluoromethyl)piperidin-4-yl)carbamate C1(CCCCC1)C1=C(OC2(CC2)C(=O)NS(=O)(=O)C2=CC=CC(=N2)N2CCC(CC2)(CF)NC(OC(C)(C)C)=O)C(=CC=C1)C